3-(3,4-methylenedioxyphenyl)-2-methylpropionaldehyde C1OC=2C=C(C=CC2O1)CC(C=O)C